2,6-bis(benzyloxy)-5-bromo-4,6-dimethyl-2,3'-bipyridine C(C1=CC=CC=C1)OC1(NC(C(=C(C1)C)Br)(C)OCC1=CC=CC=C1)C=1C=NC=CC1